CC1=C(C(=C(C1([Hf]C1(C=CC2=CC=3CC(CC3C=C12)(C)C)CC)C)C)C)C pentamethylcyclopentadienyl(1-ethyl-6,6-dimethyl-1,5,6,7-tetrahydro-s-indacenyl)hafnium